gold-germanium-silver-gold [Au].[Ag].[Ge].[Au]